CN(C1=CC=C(C=N1)C=1C(=CC(=C(C1)NC(=O)C1=CNC(C=C1C(F)(F)F)=O)N1C[C@H](N([C@H](C1)C)C)C)F)C |r| N-[5-[6-(dimethylamino)pyridin-3-yl]-4-fluoro-2-[rac-(3R,5S)-3,4,5-trimethylpiperazin-1-yl]phenyl]-6-oxo-4-(trifluoromethyl)-1H-pyridine-3-carboxamide